(2S,5S)-8-fluoro-5-(hydroxymethyl)-2-isopropyl-9-methoxy-1-methyl-1,4,5,6-tetrahydrobenzo[e][1,4]diazocin-3(2H)-one FC1=CC2=C(N([C@H](C(N[C@@H](C2)CO)=O)C(C)C)C)C=C1OC